2-[6-[6-(4-tert-butoxycarbonylpiperazin-1-yl)-3-pyridinyl]-4-fluoro-1-oxo-isoindolin-2-yl]-2-(6,7-dihydro-5H-pyrrolo[1,2-c]imidazol-1-yl)acetic acid C(C)(C)(C)OC(=O)N1CCN(CC1)C1=CC=C(C=N1)C1=CC(=C2CN(C(C2=C1)=O)C(C(=O)O)C1=C2N(C=N1)CCC2)F